nonane-2-carboxylic acid tert-butyl ester C(C)(C)(C)OC(=O)C(C)CCCCCCC